FC=1C=CC2=C(NC(=NS2(=O)=O)NCC2=C(C=CC=C2)OC)C1[C@@H](C)C1=C(C=CC=C1)F (S)-6-fluoro-5-(1-(2-fluorophenyl)ethyl)-3-((2-methoxybenzyl)amino)-4H-benzo[e][1,2,4]thiadiazine 1,1-dioxide